ClC1=NN2C(N=CC3=C2C(C[C@@]3(C(=O)NC=3C=NC(=C(C3)Cl)N3N=CC=N3)C)(C)C)=C1 (S)-2-chloro-N-(5-chloro-6-(2H-1,2,3-triazol-2-yl)pyridin-3-yl)-6,8,8-trimethyl-7,8-dihydro-6H-cyclopenta[e]pyrazolo[1,5-a]pyrimidine-6-carboxamide